COCNC1=NC(=NC(=N1)NCOC)NCOC 2,4,6-tris[N-(methoxymethyl)amino]-1,3,5-triazine